6-(1,1-Dimethylpent-4-enylamino)-3-nitro-5-(trifluoromethyl)pyridine-2-carboxylic acid methyl ester COC(=O)C1=NC(=C(C=C1[N+](=O)[O-])C(F)(F)F)NC(CCC=C)(C)C